C(C)(C)(C)OC(=O)N1C[C@H](OC(C1)(C)C)C(=O)O (2S)-4-tert-butoxycarbonyl-6,6-dimethyl-morpholine-2-carboxylic acid